tetranitrogen cyclododecane C1CCCCCCCCCCC1.[N].[N].[N].[N]